CN(C(=N)N[N+](=O)[O-])N=O 1-methyl-3-nitro-1-Nitrosoguanidine